N1-(3-Azidopropyl)-N6-(phenylsulfonyl)adipamide N(=[N+]=[N-])CCCNC(CCCCC(=O)NS(=O)(=O)C1=CC=CC=C1)=O